C(C)N(C=1C(=CC=CC1)C)CCCC N-ethyl-N-butyl-toluidine